C(CCCCCCC\C=C/CCCCCCCC)(=O)OCCCCCCCCCCCCCCCCCCCCCCCCCCCC montanyl oleate